BrC1=C(C2=C(NC(N(C2=O)C(C(=O)OC(C)(C)C)(C)C)=O)S1)C 6-bromo-3-(1-(tert-butoxy)-2-methyl-1-oxopropan-2-yl)-5-methyl-2,4-dioxo-3,4-dihydrothieno[2,3-d]pyrimidin